The molecule is a docosanoid anion that is the conjugate base of (7Z,10Z,13Z,15E,19Z)-17-oxodocosapentaenoic acid, obtained by deprotonation of the carboxy group; major species at pH 7.3. It is a docosanoid anion, a long-chain fatty acid anion, an oxo fatty acid anion and a polyunsaturated fatty acid anion. It is a conjugate base of a (7Z,10Z,13Z,15E,19Z)-17-oxodocosapentaenoic acid. CC/C=C\\CC(=O)/C=C/C=C\\C/C=C\\C/C=C\\CCCCCC(=O)[O-]